N-[2-bromo-4-(1,1,1,2,3,3,3-heptafluoropropan-2-yl)-6-trifluoromethoxyphenyl]-3-[N-(cyclopropylmethyl)benzamido]-2-fluorobenzamide BrC1=C(C(=CC(=C1)C(C(F)(F)F)(C(F)(F)F)F)OC(F)(F)F)NC(C1=C(C(=CC=C1)N(C(C1=CC=CC=C1)=O)CC1CC1)F)=O